C(C)C1=NN2C(CC[C@@H]([C@@H]2COC2CCN(CC2)C2=NC=C(C=N2)OC)NS(=O)(=O)C)=C1 |r| rac-N-[(6S,7R)-2-ethyl-7-({[1-(5-methoxypyrimidin-2-yl)piperidin-4-yl]oxy}methyl)-4,5,6,7-tetrahydropyrazolo[1,5-a]pyridin-6-yl]methanesulfonamide